FC=1C=C(C=CC1)[C@H]([C@H]1[C@@H]2N(C(C=3N1N=CC(C3O)=O)=O)[C@@H](CC2)C)C2=CC=C(C=C2)F (7R,9aR,10S)-10-((R)-(3-fluorophenyl)(4-fluorophenyl)methyl)-4-hydroxy-7-methyl-8,9,9a,10-tetrahydro-3H-pyrrolo[1',2':4,5]pyrazino[1,2-b]pyridazine-3,5(7H)-dione